2,6-dimethylnaphthyridine CC1=NC2=NC=C(C=C2C=C1)C